ClC1=C(N(C(C2=C(C=CC=C12)C1=CC2=C(OC(C(N2)=O)(C)C)C=C1)=O)C1=CC=CC=C1)[C@H](C)NC=1C2=C(N=CN1)NC=CC2=O (S)-6-(4-chloro-1-oxo-3-(1-((5-oxo-5,8-dihydropyrido[2,3-d]pyrimidin-4-yl)amino)ethyl)-2-phenyl-1,2-dihydroisoquinolin-8-yl)-2,2-dimethyl-2H-benzo[b][1,4]oxazin-3(4H)-one